N-(2-fluoro-6-methyl-4-(2-(trifluoromethyl)-6,7-dihydropyrazolo[1,5-a]pyrazin-5(4H)-yl)phenyl)-3,3-dimethylbutanamide FC1=C(C(=CC(=C1)N1CC=2N(CC1)N=C(C2)C(F)(F)F)C)NC(CC(C)(C)C)=O